C(C)(C)(C)OC(=O)N[C@H](C(=O)OC)CCN(CCCC[C@@H]1NC2=NC=CC=C2CC1)C1CC1 methyl (S)-2-((tert-butoxycarbonyl)amino)-4-(cyclopropyl(4-((S)-1,2,3,4-tetrahydro-1,8-naphthyridin-2-yl)butyl)amino)butanoate